1-(4-chloro-3-(1-methyl-1H-benzo[d]imidazol-2-yl)phenyl)-4-(5-(2-hydroxypropan-2-yl)pyridin-2-yl)piperazin-2-one ClC1=C(C=C(C=C1)N1C(CN(CC1)C1=NC=C(C=C1)C(C)(C)O)=O)C1=NC2=C(N1C)C=CC=C2